4-[4-bromo-8-(4-chloro-phenyl)-3-hydroxy-quinolin-2-yl]-4-oxo-butyric acid ethyl ester C(C)OC(CCC(=O)C1=NC2=C(C=CC=C2C(=C1O)Br)C1=CC=C(C=C1)Cl)=O